3-(4-(4-cyano-2,6-dimethylphenoxy)-2-((4-cyanophenyl)amino)-8,9-dihydro-5H-pyrimido[4,5-d]azepine-7(6H)-yl)propane C(#N)C1=CC(=C(OC2=NC(=NC=3CCN(CCC32)CCC)NC3=CC=C(C=C3)C#N)C(=C1)C)C